BrC1=NC(=CC(=C1)C(=O)OC(C)(C)C)N1CCN(CC1)C(=O)C1CC1 tert-Butyl 2-bromo-6-[4-(cyclopropanecarbonyl)piperazin-1-yl]pyridine-4-carboxylate